FC(OC1=CC=C(C=C1)N1CC(CC2=CC=CC=C12)CNC(C=C)=O)F N-((1-(4-(difluoromethoxy)phenyl)-1,2,3,4-tetrahydroquinolin-3-yl)methyl)acrylamide